FC1=CC=C(C=N1)C1=NC=2C(=NC=CC2)N1C1=CC2=C(NCS2)C=C1 6-[2-(6-Fluoro-3-pyridyl)imidazo[4,5-b]pyridin-3-yl]-3H-1,3-benzothiazol